1-(2-(2-(dimethylamino)phenyl)-3-(2-fluorophenyl)quinolin-6-yl)-3-(2-hydroxybutyl)urea CN(C1=C(C=CC=C1)C1=NC2=CC=C(C=C2C=C1C1=C(C=CC=C1)F)NC(=O)NCC(CC)O)C